heneicosyl-phosphoric acid C(CCCCCCCCCCCCCCCCCCCC)OP(O)(O)=O